(6S)-12-[(4-{methyl[(3R)-oxolan-3-yl]amino}-5-[4-(2-oxopyrrolidin-1-yl)phenyl]pyrimidin-2-yl)amino]-8-oxa-2,10-diazatricyclo[7.4.0.02,6]trideca-1(13),9,11-trien-3-one CN(C1=NC(=NC=C1C1=CC=C(C=C1)N1C(CCC1)=O)NC1=CN=C2OC[C@@H]3CCC(N3C2=C1)=O)[C@H]1COCC1